3-((5-(5-(difluoromethyl)-1,3,4-oxadiazole-2-yl)pyridine-2-yl)methyl)-5-fluoro-6-(5-morpholinopyridine-3-yl)benzo[d]oxazole-2(3H)-one FC(C1=NN=C(O1)C=1C=CC(=NC1)CN1C(OC2=C1C=C(C(=C2)C=2C=NC=C(C2)N2CCOCC2)F)=O)F